(2R,3S,4S)-4-hydroxy-2-[(4-methoxyphenyl)methyl]pyrrolidin-3-yl 2-(cyclopropylamino)acetate C1(CC1)NCC(=O)O[C@H]1[C@H](NC[C@@H]1O)CC1=CC=C(C=C1)OC